P(=O)(OC1OC([C@@H]([C@H]1OC(C)=O)OC(C)=O)N1C(N=C(C=C1)N1N=CN=C1)=O)(OC)OCCSSCCCCCCCCCCCCCCCC ((3r,4r)-5-(2-oxo-4-(1H-1,2,4-triazol-1-yl) pyrimidin-1(2H)yl)-3,4-diacetoxy-tetrahydrofuran-2-yl) methyl (2-(hexadecyldithio) ethyl) phosphate